CC(CO)(C)NC(C(=O)[O-])(C)C N-(1,1-dimethyl-2-hydroxyethyl)-aminoisobutyrate